BrC=1C=C(C(=C(C1)C(CCC[C@H](C(=O)O)C)(OC)OC)F)F (R)-6-(5-bromo-2,3-difluorophenyl)-6,6-dimethoxy-2-methylhexanoic acid